CN(C(=O)C1=CC=C(OCCNC(OCC2=CC=CC=C2)=O)C=C1)C benzyl (2-(4-(dimethylcarbamoyl)phenoxy)ethyl)carbamate